N-(4-([1,2,4]Triazolo[1,5-a]pyridin-7-yloxy)phenyl)-6-chloropyrido[3,2-d]pyrimidin-4-amine N=1C=NN2C1C=C(C=C2)OC2=CC=C(C=C2)NC=2C1=C(N=CN2)C=CC(=N1)Cl